(2S)-2-(((1-(2-chlorophenyl)-2-(3-chlorophenyl)-2-methylpropoxy)carbonyl)amino)-3-cyclohexylpropanoic acid ClC1=C(C=CC=C1)C(C(C)(C)C1=CC(=CC=C1)Cl)OC(=O)N[C@H](C(=O)O)CC1CCCCC1